(E)-5-(4-bromo-2,6-difluoro-phenyl)-5-methyl-hex-2-enoic acid ethyl ester C(C)OC(\C=C\CC(C)(C)C1=C(C=C(C=C1F)Br)F)=O